NC=1N=C(C2=C(N1)C=CN2CC2=C(C=C(C=C2)COCC(=O)N2CCNCC2)OC)NCCCCC 2-[(4-{[2-Amino-4-(pentylamino)-5H-pyrrolo[3,2-d]pyrimidin-5-yl]methyl}-3-methoxyphenyl)methoxy]-1-(piperazin-1-yl)ethan-1-one